5-chloro-N-(2,4-dimethoxybenzyl)-2-(pyridin-2-ylmethyl)-2H-pyrazolo[3,4-c]pyridin-7-amine ClC1=CC=2C(C(=N1)NCC1=C(C=C(C=C1)OC)OC)=NN(C2)CC2=NC=CC=C2